(4aR,4bS,6aS,9aS,9bS)-1-((6-bromopyridin-3-yl)methyl)-4a,6a-dimethyl-3,4,4a,6,6a,8,9,9a,9b,10-decahydro-1H-indeno[5,4-f]quinoline-2,5,7(4bH)-trione BrC1=CC=C(C=N1)CN1C(CC[C@@]2([C@@H]3[C@@H](CC=C12)[C@@H]1CCC([C@]1(CC3=O)C)=O)C)=O